5-(((trans-3-(3-cyclopropyl-4-(5-(4-methylpiperazin-1-yl)quinoxalin-2-yl)-1H-pyrazol-1-yl)cyclobutyl)methyl)amino)-2-(2,6-dioxopiperidin-3-yl)isoindoline-1,3-dione C1(CC1)C1=NN(C=C1C1=NC2=CC=CC(=C2N=C1)N1CCN(CC1)C)[C@@H]1C[C@H](C1)CNC=1C=C2C(N(C(C2=CC1)=O)C1C(NC(CC1)=O)=O)=O